1-(tert-Butyl) 3-ethyl (3r,4r)-4-(4-bromothiophen-3-yl)pyrrolidine-1,3-dicarboxylate BrC=1C(=CSC1)[C@H]1[C@H](CN(C1)C(=O)OC(C)(C)C)C(=O)OCC